[4-[(E)-[ethyl-(7-methylpyrrolo[2,3-d]pyrimidin-4-yl)hydrazono]methyl]-2-methoxy-phenyl]boronic acid C(C)N(\N=C\C1=CC(=C(C=C1)B(O)O)OC)C=1C2=C(N=CN1)N(C=C2)C